3-(2-cyanoacetyl)-1H-indole-4-carboxylic acid methyl ester COC(=O)C=1C=2C(=CNC2C=CC1)C(CC#N)=O